C(C)OC(=O)C=1C(=NC(=NC1)C(=O)C1CC1)OC1=CC=CC=C1 2-(cyclopropylcarbonyl)-4-phenoxy-pyrimidine-5-carboxylic acid ethyl ester